(8-aminooctyl)-2-((2-(2,6-dioxopiperidin-3-yl)-1,3-dioxoisoindolin-4-yl)oxy)acetamide trifluoroacetate FC(C(=O)O)(F)F.NCCCCCCCCC(C(=O)N)OC1=C2C(N(C(C2=CC=C1)=O)C1C(NC(CC1)=O)=O)=O